2-[4-[2-[2-[2-[2-[2-(2-methoxyethoxy)ethoxy]ethoxy]ethoxy]ethoxy]ethoxy]phenyl]-4,4,5,5-tetramethyl-1,3,2-dioxaborolane COCCOCCOCCOCCOCCOCCOC1=CC=C(C=C1)B1OC(C(O1)(C)C)(C)C